ClC=1N=C2C(=NC1NS(=O)(=O)CC1CC(C1)(C)O)N(C(=N2)C2=NC(=CC=C2)OCC)C2=C(C=CC=C2OC)OC N-(5-Chloro-1-(2,6-dimethoxyphenyl)-2-(6-ethoxypyridin-2-yl)-1H-imidazo[4,5-b]pyrazin-6-yl)-1-((1r,3r)-3-hydroxy-3-methylcyclobutyl)methanesulfonamide